(Z)-6-(2-oxo-1-phenylindolin-3-ylidene)hexanoic acid O=C\1N(C2=CC=CC=C2/C1=C/CCCCC(=O)O)C1=CC=CC=C1